(1S,2S)-N-[3-(4-cyclopropoxy-2-methoxypyridin-3-yl)-1H-pyrrolo[2,3-b]pyridin-6-yl]-2-[(4-ethylpiperazin-1-yl)methyl]cyclopropane-1-carboxamide C1(CC1)OC1=C(C(=NC=C1)OC)C1=CNC2=NC(=CC=C21)NC(=O)[C@@H]2[C@H](C2)CN2CCN(CC2)CC